1,2-Diphenylacetylene C1(=CC=CC=C1)C#CC1=CC=CC=C1